(picoline) iridium (iii) [Ir+3].N1=C(C=CC=C1)C